(E)-3-(benzo[d]thiazol-2-yl)-4-(1-methyl-3-(thiophen-2-yl)-1H-pyrazol-4-yl)but-3-enoic acid S1C(=NC2=C1C=CC=C2)\C(\CC(=O)O)=C\C=2C(=NN(C2)C)C=2SC=CC2